[C@@H]12CNC[C@H]2C1 (1R,5S,6R)-3-azabicyclo[3.1.0]hexane